C1=CC=C(C=C1)C=CC2=CC=CC=N2 Azastilbene